3-[2-(2-hydroxymethylpyrrolidin-1-yl)ethyl]-5-methyl-2H-isoquinolin-1-one OCC1N(CCC1)CCC=1NC(C2=CC=CC(=C2C1)C)=O